1-{N-[2-(3-oxo-4-morpholinyl)ethyl]-2-aminobenzo[d]thiazol-6-yl}-3-(1-adamantyl)urea O=C1N(CCOC1)CCN1C(SC2=C1C=CC(=C2)NC(=O)NC21CC3CC(CC(C2)C3)C1)N